5-amino-N-{4-[3-amino-5-methylpiperidin-1-yl]-7-hydroxy-6,7-dihydro-5H-cyclopenta[b]pyridin-3-yl}-2-(2,6-difluorophenyl)-1,3-thiazole-4-carboxamide NC1=C(N=C(S1)C1=C(C=CC=C1F)F)C(=O)NC=1C(=C2C(=NC1)C(CC2)O)N2CC(CC(C2)C)N